1-(4-bromophenyl)pentan-1-one BrC1=CC=C(C=C1)C(CCCC)=O